C[Si]1(OCC(O1)C)CCC[S-] 3-(2,4-dimethyl-[1,3,2]dioxasilolan-2-yl)propanethiolate